5-[3-(1H-imidazol-5-yl)-7-(propan-2-yl)imidazo[1,2-a]pyrimidin-2-yl]-3-(trifluoromethyl)-1H-1,2,4-triazole N1C=NC=C1C1=C(N=C2N1C=CC(=N2)C(C)C)C2=NC(=NN2)C(F)(F)F